sodium 2,6-diisopropylanilinesulfonate C(C)(C)C1=C(NS(=O)(=O)[O-])C(=CC=C1)C(C)C.[Na+]